(R)-3-methyl-2-(7-(1-methylpiperidin-3-yl)-6,7-dihydro-5H-pyrrolo-[2,3-c]pyridazin-3-yl)-5-(trifluoromethyl)phenol CC=1C(=C(C=C(C1)C(F)(F)F)O)C1=CC2=C(N=N1)N(CC2)[C@H]2CN(CCC2)C